C1(CC1)CN[C@H]1C(C(N([C@@H]1C1=CC=CC=C1)C1=CC=C2C(=N1)C=NN2C2=CC=C(C=C2)F)=O)(C)C (4S,5R)-4-((cyclopropylmethyl)amino)-1-(1-(4-fluorophenyl)-1H-pyrazolo[4,3-b]pyridin-5-yl)-3,3-dimethyl-5-phenylpyrrolidin-2-one